[NH3+][C@@H](CCSC)C(=O)O methioninium